NC=1N=NC(=CC1C1=CC=C(C=C1)N1CCC(CC1)=O)C1=C(C=CC=C1)O 1-(4-(3-amino-6-(2-hydroxyphenyl)pyridazin-4-yl)phenyl)piperidin-4-one